FC1=C(C=CC=C1)N1C=C(C=CC1=O)C(=O)O 1-(2-fluorophenyl)-6-oxo-pyridine-3-carboxylic acid